3,5-Bis(trifluoromethyl)benzothioamide FC(C=1C=C(C(N)=S)C=C(C1)C(F)(F)F)(F)F